2-[(2-aminoethoxy)methyl]4-(2-chlorophenyl)-1,4-dihydro-6-methyl-3,5-pyridinedicarboxylic acid NCCOCC=1NC(=C(C(C1C(=O)O)C1=C(C=CC=C1)Cl)C(=O)O)C